FC1=C(C=CC=C1F)[C@@H]1N(OCC1)C1=CC(=NC=N1)NC=1C(=CC(=C(C1)NC(C=C)=O)N1C[C@@H](OCC1)C)OC N-(5-((6-((R)-3-(2,3-difluoro-phenyl)-isoxazolidine-2-yl)pyrimidine-4-yl)amino)-4-methoxy-2-((S)-2-methylmorpholino)phenyl)acrylamide